platinum-tin-indium [In].[Sn].[Pt]